C1(CC1)N1C=NC2=C1C(=C(C(=C2)C#CC2=NN(C(=C2C(=O)N)NC)C=2N(C(=CC2)C)C(C=C)=O)F)F 3-[2-(1-Cyclopropyl-6,7-difluoro-1,3-benzodiazol-5-yl)ethynyl]-1-[(3S,5R)-5-methyl-1-(prop-2-enoyl)pyrrol-yl]-5-(methylamino)pyrazole-4-carboxamide